4-fluoro-N-((3-((2-(hydroxyamino)-2-oxoethyl)(naphthalen-2-ylmethyl)amino)-1H-pyrazol-5-yl)methyl)benzamide FC1=CC=C(C(=O)NCC2=CC(=NN2)N(CC2=CC3=CC=CC=C3C=C2)CC(=O)NO)C=C1